COC1=C(C=C(C=C1)OC1=CC=C(C=C1)C(F)(F)F)NC(=O)[C@@H]1N(C(CC1)=O)C (R)-N-(2-Methoxy-5-(4-(trifluoromethyl)phenoxy)phenyl)-1-methyl-5-oxo-pyrrolidine-2-carboxamide